C(N)(OC1CC2(CCC(C1)N2C(=O)C=2SC(=C(C2)C2=CC(=C(C=C2)C#N)F)Br)C(C)(C)C)=O (tert-butyl 8-(5-bromo-4-(4-cyano-3-fluorophenyl) thiophene-2-carbonyl)-8-azabicyclo[3.2.1]oct-3-yl) carbamate